N(=[N+]=[N-])C1=CC=C(C=C1)C1=CC=C(C=C1)N=[N+]=[N-] 4,4'-bisazidobiphenyl